ClCCN1CC2(COC2)CC1 6-(2-Chloroethyl)-2-oxa-6-azaspiro[3.4]octane